NCCCCC(C(=O)N)=CC1=CC(=C(C=C1)O)OC (4-aminobutyl)-3-(4-hydroxy-3-methoxyphenyl)acrylamide